(S)-2-((R)-4-((3R,5S,7R,8R,9S,10S,13R,14S,17R)-3,7-dihydroxy-10,13-dimethyl-hexadecahydro-1H-cyclopenta[a]phenanthren-17-yl)pentanamido)-3-methylbutanoic acid O[C@@H]1CC[C@@]2([C@H]3CC[C@@]4([C@H](CC[C@H]4[C@@H]3[C@@H](C[C@@H]2C1)O)[C@@H](CCC(=O)N[C@H](C(=O)O)C(C)C)C)C)C